C1(CC1)C(C)(C)NC1=NC(=NC=C1C(=O)N)S(=O)(=O)C 4-((2-cyclopropylpropane-2-yl)amino)-2-(methylsulfonyl)pyrimidine-5-carboxamide